heliotropan [HeH][C@]12CCC[C@H](CC1)N2C